3-chloro-5-fluorophenyl-5,5-difluoro-3-(trifluoromethyl)-4,5,6,7-tetrahydro-1H-indol-4-ol ClC=1C=C(C=C(C1)F)N1C=C(C=2C(C(CCC12)(F)F)O)C(F)(F)F